ClC1=NC=C(C=N1)C#N 2-Chloropyrimidine-5-carbonitrile